tert-butyl (S)-1-(4-(benzylsulfanyl)-2-methoxyphenylamino)-1-oxo-3-phenylpropan-2-ylcarbamate C(C1=CC=CC=C1)SC1=CC(=C(C=C1)NC([C@H](CC1=CC=CC=C1)NC(OC(C)(C)C)=O)=O)OC